(Z)-methyl 16-(2-(dimethylamino)-3-((6-methoxy-6-oxohexyl)oxy)propoxy)hexadec-7-enoate CN(C(COCCCCCCCC\C=C/CCCCCC(=O)OC)COCCCCCC(=O)OC)C